S1C(=CC=C1)CN(C(=O)SC[C@H](CCCC)NC(OC(C)(C)C)=O)CC=1SC=CC1 tert-butyl [(2S)-1-{[bis(2-thienylmethyl)carbamoyl]thio}hexan-2-yl]carbamate